C(C)N(CC)CCN(CCOC(OC(CCCCCCCCC(=O)OCCC(CCCCC)CCCCC)CCCCCC)=O)CCOC(CCCCCCCC)=O 3-Pentyloctyl 3-ethyl-12-hexyl-6-(2-(nonanoyloxy) ethyl)-10-oxo-9,11-dioxa-3,6-diazahenicosan-21-oate